NCC=1C=C(C=CC1Cl)NC1=NOC(C1)(C(F)(F)F)C1=CC(=C(C(=C1)Cl)F)Cl N-(3-(aminomethyl)-4-chlorophenyl)-5-(3,5-dichloro-4-fluorophenyl)-5-(trifluoromethyl)-4,5-dihydroisoxazol-3-amine